3-ethoxy-4-nitro-1,5-benzenediol C(C)OC=1C=C(C=C(C1[N+](=O)[O-])O)O